C(C)C1=C(N=C(C(=N1)C(=O)N)NC1=CC(=CC(=C1)CCNC(CCN(C(C=C)=O)C)=O)OC)NC1CCOCC1 6-ethyl-3-((3-methoxy-5-(2-(3-(N-methylacrylamido)propanamido)ethyl)phenyl)amino)-5-((tetrahydro-2H-pyran-4-yl)amino)pyrazine-2-carboxamide